3a,5a-androstenol C[C@@]12C=CC[C@H]1[C@@H]1CC[C@H]3C[C@H](O)CC[C@]3(C)[C@H]1CC2